2-(6-(((1r,2r,3s,5s)-2-fluoro-9-azabicyclo[3.3.1]non-3-yl)oxy)pyridazin-3-yl)-5-(pyridin-2-yl)phenol F[C@@H]1[C@H]2CCC[C@@H](C[C@@H]1OC1=CC=C(N=N1)C1=C(C=C(C=C1)C1=NC=CC=C1)O)N2